C(C)(C)(C)C1=CC=C(C=C1)C1=NC2=CC(=CC=C2C=C1C)NC(C=C)=O N-(2-(4-(tert-butyl)phenyl)-3-methylquinolin-7-yl)acrylamide